1,3-Bis(2-isocyanato-propan-2-yl)benzol N(=C=O)C(C)(C)C1=CC(=CC=C1)C(C)(C)N=C=O